2-Chloro-3,6-difluoro-5-nitropyridine ClC1=NC(=C(C=C1F)[N+](=O)[O-])F